1-(3-hydroxybenzyl)-5-(methylcarbamoyl)-6-oxo-1,6-dihydropyridine-3-carboxylic acid butyl ester C(CCC)OC(=O)C1=CN(C(C(=C1)C(NC)=O)=O)CC1=CC(=CC=C1)O